7-(4-(3,8-diazabicyclo[3.2.1]oct-3-yl)-6-((1-methyl-1H-imidazol-4-yl)methoxy)-1H-pyrazolo[3,4-d]pyrimidin-1-yl)-1-methyl-1H-indol-5-ol C12CN(CC(CC1)N2)C2=C1C(=NC(=N2)OCC=2N=CN(C2)C)N(N=C1)C=1C=C(C=C2C=CN(C12)C)O